[Li+].[Li+].C1(=C(C(=C(C2=CC=CC=C12)C(=O)O)C(=O)O)C([O-])=N)C([O-])=N naphthalenetetracarboxylic acid diimide dilithium salt